CN(S(=O)(=O)C=1C=CC(=C(C(=O)NC=2SC(=CN2)C)C1)N1CCCC1)C 5-[(Dimethylamino)sulfonyl]-N-(5-methyl-2-thiazolyl)-2-(1-pyrrolidinyl)-benzamide